fluoro-pyridine-2-carboxamide FC=1C(=NC=CC1)C(=O)N